3-((2-(1-(2,2,2-trifluoroethyl)-1H-pyrazol-5-yl)pyridin-3-yl)methoxy)isonicotinaldehyde FC(CN1N=CC=C1C1=NC=CC=C1COC1=C(C=O)C=CN=C1)(F)F